COC(C)=O.C(C=C)(=O)O Acrylic acid methyl-acetate